n-octyl alcohol phosphate potassium salt [K+].P(=O)([O-])([O-])OCCCCCCCC.[K+]